ClC=1C=C2CCC[C@]3(C2=CC1)CN(C1=C(OC3)C=CC=C1)C[C@H]1[C@@H](CC1)[C@H](COCCS(N)(=O)=O)O (S)-6'-chloro-5-(((1R,2R)-2-((R)-1-hydroxy-2-(2-sulfamoylethoxy)ethyl)cyclobutyl)methyl)-3',4,4',5-tetrahydro-2H,2'H-spiro[benzo[b][1,4]oxazepine-3,1'-naphthalene]